C(C)N1C=C(C2=CC=CC=C12)C(C(=O)O)C(=O)O 2-(1-ethyl-1H-indol-3-yl)malonic acid